(E)-2-(2-ethoxyvinyl)-4-methoxybenzoic acid C(C)O/C=C/C1=C(C(=O)O)C=CC(=C1)OC